C1(CC1)C=1N=NN(C1CO[C@@H]1[C@@H]2CN([C@H](C1)C2)C2=C(C=C(C=C2)CCC(=O)OCC)F)C2=C(C=CC=C2Cl)Cl |&1:10| ethyl 3-[4-[(1S,4S,SR)-5-[[4-cyclopropyl-1-(2,6-dichlorophenyl)-1H-1,2,3-triazol-5-yl]methoxy]-2-azabicyclo[2.2.1]heptan-2-yl]-3-fluorophenyl]propanoate